C(#N)C1=C(C=C(C=C1)OC)[C@@H]1[C@H](C1)C(=O)OC |r| rac-methyl (1S*,2S*)-2-(2-cyano-5-methoxyphenyl)cyclopropane-1-carboxylate